C1N(CCC12CNCC2)S(=O)(=O)N2CCC(CC2)NC=2N=CC1=C(N2)N(C(C12CC2)=O)C2C(CCC2)C 2'-((1-((2,7-Diazaspiro[4.4]nonan-2-yl)sulfonyl)piperidin-4-yl)amino)-7'-(2-methylcyclopentyl)spiro[cyclopropane-1,5'-pyrrolo[2,3-d]pyrimidin]-6'(7'H)-one